7-bromo-4-(4,9,9-trimethyl-9H-fluoren-2-yl)thieno[3,2-d]pyrimidine BrC1=CSC2=C1N=CN=C2C2=CC=1C(C3=CC=CC=C3C1C(=C2)C)(C)C